ClC(=CS(=O)(=O)F)C 2-chloropropenesulfonyl fluoride